(2,4,5-trifluoro-3-methoxyphenyl)boronic acid FC1=C(C=C(C(=C1OC)F)F)B(O)O